C=NC1CCCCC1 methylene-2-cyclohexylamine